1-naphthalenesulfonic acid disodium salt [Na+].[Na+].C1(=CC=CC2=CC=CC=C12)S(=O)(=O)[O-].C1(=CC=CC2=CC=CC=C12)S(=O)(=O)[O-]